6-((4-((tert-Butyldiphenylsilyl)oxy)butyl)(methyl)amino)-9-(2-((2-((3-cyclohexyl-propanoyl)oxy)hexyl)thio)ethyl)-3-pentyltetradecyl 3-cyclohexylpropanoate C1(CCCCC1)CCC(=O)OCCC(CCC(CCC(CCCCC)CCSCC(CCCC)OC(CCC1CCCCC1)=O)N(C)CCCCO[Si](C1=CC=CC=C1)(C1=CC=CC=C1)C(C)(C)C)CCCCC